C(C=CCCCCCCCCCCCCCCC)(=O)[O-] octadecenate